(4-(2,3-dihydrobenzo[b][1,4]dioxin-6-yl)-3-methylpyridin-2-yl)methanol O1C2=C(OCC1)C=C(C=C2)C2=C(C(=NC=C2)CO)C